ClC=1C=C2N=C(C(NC2=CC1Cl)=O)C(F)F 6,7-dichloro-3-difluoromethylquinoxalinone